ClC1=NC(=NC(=N1)C1=CC=C(C=C1)[Si](C1=CC=CC=C1)(C1=CC=CC=C1)C1=CC=CC=C1)C1=C(C=CC=C1)C1=CC=CC=2C3=CC=CC=C3NC12 (2-(4-chloro-6-(4-(triphenylsilyl)phenyl)-1,3,5-triazin-2-yl)phenyl)-9H-carbazole